Cl.CC(C(=O)OCC(C)(C1=CC(=CC=C1)C(F)(F)F)N)(C)C 2-amino-2-[3-(trifluoromethyl)phenyl]propyl 2,2-dimethylpropanoate hydrochloride